3-methyl-6-ethylstyrene CC=1C=C(C=C)C(=CC1)CC